C1(CC1)N1C(C(=CC=C1)C(=O)NC1=CC=2N(C(=C1OC)C)N=C(C2)CCC(C)(C)O)=O 1-cyclopropyl-N-[2-(3-hydroxy-3-methyl-butyl)-6-methoxy-7-methyl-pyrazolo[1,5-a]pyridin-5-yl]-2-oxo-pyridine-3-carboxamide